(4-propargyl-2-fluorophenyl)methanol C(C#C)C1=CC(=C(C=C1)CO)F